(tetrahydrofuran-2-yl)methanamine O1C(CCC1)CN